5-but-3-ynyl-N-[6-(2-thienylsulfonylamino)-1,3-benzothiazol-2-yl]-4,6,7,8-tetrahydropyrazolo[1,5-a][1,4]diazepine-2-carboxamide C(CC#C)N1CC=2N(CCC1)N=C(C2)C(=O)NC=2SC1=C(N2)C=CC(=C1)NS(=O)(=O)C=1SC=CC1